2,2-Difluoro-4-phenyl-N-(p-tolyl)butanamide FC(C(=O)NC1=CC=C(C=C1)C)(CCC1=CC=CC=C1)F